4-Acetyloxy-3-methyl-benzothiophene-6-carboxylic acid ethyl ester C(C)OC(=O)C1=CC2=C(C(=CS2)C)C(=C1)OC(C)=O